C1CCC2=CC(=CC=C12)NC1=NC(=NC=C1C(F)(F)F)N N4-(2,3-dihydro-1H-inden-5-yl)-5-(trifluoromethyl)pyrimidine-2,4-diamine